OC1(CCC(CC1)C1CC12NCCC(C2)C(=O)N)C(F)(F)F ((1r,4S)-4-hydroxy-4-(trifluoromethyl)cyclohexyl)-4-azaspiro[2.5]octane-7-carboxamide